P(=O)(O)(O)OC[C@@H]1[C@H]([C@]([C@@H](O1)N1C(=O)N=C(N)C=C1)(O)F)O 2'-fluoro-cytidine-5'-monophosphate